L-alpha-glutamyl-S-(11-{(1R)-1-[1-benzyl-4-(2,5-difluorophenyl)-1H-pyrrol-2-yl]-2,2-dimethylpropyl}-2,2-dimethyl-6,12-dioxo-5-oxa-7,11-diaza-2-silatridecan-13-yl)-L-cysteine N[C@@H](CCC(O)=O)C(=O)N[C@@H](CSCC(N(CCCNC(OCC[Si](C)(C)C)=O)[C@H](C(C)(C)C)C=1N(C=C(C1)C1=C(C=CC(=C1)F)F)CC1=CC=CC=C1)=O)C(=O)O